(((1R,5S,6r)-3-azabicyclo[3.1.0]hexan-6-yl)methyl)(tert-butoxycarbonyl)carbamic acid tert-butyl ester C(C)(C)(C)OC(N(C(=O)OC(C)(C)C)CC1[C@H]2CNC[C@@H]12)=O